[Si](C)(C)(C(C)(C)C)OCC1=CC2=NC=CC(=C2S1)C=1C=C(C=C2CCCN(C12)C1CCN(CCC1)C(=O)OC(C)(C)C)Cl tert-butyl 4-[8-[2-[[tert-butyl(dimethyl)silyl]oxymethyl]thieno[3,2-b]pyridin-7-yl]-6-chloro-3,4-dihydro-2H-quinolin-1-yl]azepane-1-carboxylate